The molecule is a monoterpenoid indole alkaloid with formula C22H24N2O4, originallly isolated from the leaves of Strychnos icaja. It has a role as a plant metabolite. It is a delta-lactam, a cyclic ketone, a monoterpenoid indole alkaloid, an organic heterohexacyclic compound, a tertiary amino compound and a secondary alcohol. CN1CC[C@@]23[C@@H]4[C@@H]5[C@H](CC(=O)N4C6=CC=CC=C62)OCC=C(C1)[C@@]5(CC3=O)O